(S)-2-((((9H-fluoren-9-yl)methoxy)carbonyl)amino)-4-(2-(((allyloxy)carbonyl)amino)phenyl)butanoic acid C1=CC=CC=2C3=CC=CC=C3C(C12)COC(=O)N[C@H](C(=O)O)CCC1=C(C=CC=C1)NC(=O)OCC=C